NC=1N=CC(=NC1C)C#CC=1C=C(C(=O)NC2=CC(=C(C=C2)CN2CCN(CC2)C)C(F)(F)F)C=CC1 3-((5-amino-6-methylpyrazin-2-yl)ethynyl)-N-(4-((4-methylpiperazin-1-yl)methyl)-3-(trifluoromethyl)phenyl)benzamide